1-(tert-butyl) 2-methyl (2R,4R)-4-(vinyloxy)pyrrolidine-1,2-dicarboxylate C(=C)O[C@@H]1C[C@@H](N(C1)C(=O)OC(C)(C)C)C(=O)OC